ClC1=CC2=C(C(=N1)C(=O)OCC)CCC2 ethyl 3-chloro-5H,6H,7H-cyclopenta[c]pyridine-1-carboxylate